OC[C@H](C)N(CC1=CC=C(C=C1)OC)CC1=C(N=CN1)C(=O)OC Methyl (S)-5-(((1-hydroxypropan-2-yl)(4-methoxybenzyl)amino)methyl)-1H-imidazole-4-carboxylate